1-cyclobutyl-3-fluoro-4-(4,4,5,5-tetramethyl-1,3,2-dioxaborolan-2-yl)-1H-pyrazole C1(CCC1)N1N=C(C(=C1)B1OC(C(O1)(C)C)(C)C)F